(R)-N-(4-(4-amino-7-methyl-7H-pyrrolo[2,3-d]pyrimidin-5-yl)-3-(trifluoromethyl)phenyl)-2-(3-fluorophenyl)-2-hydroxyacetamide NC=1C2=C(N=CN1)N(C=C2C2=C(C=C(C=C2)NC([C@H](O)C2=CC(=CC=C2)F)=O)C(F)(F)F)C